ClC=1C(=CC=2C3=C(C(N(C2N1)C=1C(=NC=CC1C)C(C)C)=O)NC(N3C3CN(C3)C(=O)OC(C)(C)C)=O)F tert-butyl 3-(7-chloro-8-fluoro-5-(2-isopropyl-4-methylpyridin-3-yl)-2,4-dioxo-2,3,4,5-tetrahydro-1H-imidazo[4,5-c][1,8]naphthyridin-1-yl)azetidine-1-carboxylate